COC1=CC=C(CNC(=O)C2=NC3=CC(=C(C=C3N(C2=O)C[C@@H]([C@@H]([C@@H](CO)O)O)O)C)C)C=C1 N-(4-methoxybenzyl)-6,7-dimethyl-3-oxo-4-((2s,3s,4r)-2,3,4,5-tetrahydroxypentyl)-3,4-dihydroquinoxaline-2-carboxamide